4-[3-Hydroxy-6-(2-trifluoromethyl-benzyl)-pyridin-2-yl]-4-oxo-butyric acid ethyl ester C(C)OC(CCC(=O)C1=NC(=CC=C1O)CC1=C(C=CC=C1)C(F)(F)F)=O